N[C@@H](CC(=O)OCC)C=1C(=C(C=CC1)C1=CC=CC=C1)C ethyl (S)-3-amino-3-(2-methylbiphenyl-3-yl)propanoate